C(C)(C)(C)OC(=O)N1CCC(CC1)N1N=CC(=C1)N.NC1=C(C(=O)NC2=NNC3=CN=C(C=C32)C3=C(C=CC=C3C)F)C=CC(=C1)N1CCN(CC1)C amino-N-(5-(2-fluoro-6-methylphenyl)-1H-pyrazolo[3,4-c]pyridin-3-yl)-4-(4-methylpiperazin-1-yl)benzamide tert-butyl-4-(4-amino-1H-pyrazol-1-yl)piperidine-1-carboxylate